1-(4-chloro-6-((2,6-dimethylpyrimidin-4-yl)amino)pyridin-3-yl)propan-1-one-3,3,3-d3 ClC1=C(C=NC(=C1)NC1=NC(=NC(=C1)C)C)C(CC([2H])([2H])[2H])=O